(2S,5S)-5-((tert-butoxycarbonyl)amino)-2-((S)-1-(4-fluorophenyl)-1,2,3,4-tetrahydroisoquinoline-2-carbonyl)tetrahydro-2H-pyran-4-yl benzoate C(C1=CC=CC=C1)(=O)OC1C[C@H](OC[C@@H]1NC(=O)OC(C)(C)C)C(=O)N1[C@H](C2=CC=CC=C2CC1)C1=CC=C(C=C1)F